N-(5-Cyano-6-(2H-1,2,3-triazol-2-yl)pyridin-3-yl)-1-(1-methyl-1H-pyrazolo-[3,4-c]pyridin-7-yl)-5-(trifluoromethyl)-1H-pyrazol-4-carboxamid C(#N)C=1C=C(C=NC1N1N=CC=N1)NC(=O)C=1C=NN(C1C(F)(F)F)C=1N=CC=C2C1N(N=C2)C